[Al].C(CCC)C1C(C(CCC1)C(=O)O)C(=O)O 3-n-butylcyclohexane-1,2-dicarboxylic acid aluminum